benzyl 4-((2-methylallyl)oxy)piperidine-1-carboxylate CC(COC1CCN(CC1)C(=O)OCC1=CC=CC=C1)=C